(S)-ethyl 8-(2-amino-6-((R)-1-(3'-(tert-butyl)-5-chloro-[1,1'-biphenyl]-2-yl)-2,2,2-trifluoroethoxy)pyrimidin-4-yl)-2,8-diazaspiro[4.5]decane-3-carboxylate NC1=NC(=CC(=N1)N1CCC2(C[C@H](NC2)C(=O)OCC)CC1)O[C@@H](C(F)(F)F)C1=C(C=C(C=C1)Cl)C1=CC(=CC=C1)C(C)(C)C